N-(3-Chlorophenyl)-6-morpholin-4-yl-N1-m-tolyl-[1,3,5]triazine-2,4-diamine hydrochloride Cl.ClC=1C=C(C=CC1)NC1N(C(=NC(=N1)N)N1CCOCC1)C=1C=C(C=CC1)C